C(C)OC(=O)C=1N=CN(C1)CC1=CC=C(C=C1)C(C)(C)C#N 1-(4-(2-cyanoprop-2-yl)benzyl)-1H-imidazole-4-carboxylic acid ethyl ester